4-(2-bromophenyl)-N,N-dimethyl-butan-1-amine BrC1=C(C=CC=C1)CCCCN(C)C